(6-(3-(6,7-dihydropyrazolo[1,5-a]pyrimidin-4(5H)-yl)-7,8-dihydro-1,6-naphthyridin-6(5H)-yl)-5-methylpyridazin-3-yl)(3-(dimethylamino)azetidin-1-yl)methanone N1=CC=C2N1CCCN2C=2C=NC=1CCN(CC1C2)C2=C(C=C(N=N2)C(=O)N2CC(C2)N(C)C)C